CN1C(=NC=C1)C1=C2C(=NC(=C1)C=1SC=CN1)SC(=C2N)S(=O)CCC 4-(1-methyl-1H-imidazol-2-yl)-2-(propylsulfinyl)-6-(thiazol-2-yl)thieno[2,3-b]pyridin-3-amine